FC1=C(C=CC(=C1)[N+](=O)[O-])I 2-fluoro-1-iodo-4-nitrobenzene